C(C)(C)C1=NOC(=N1)N1CCC(CC1)COC=1C=CC(=NC1)C1=CC=C(C=C1)S(=O)(=O)C 5-((1-(3-isopropyl-1,2,4-oxadiazol-5-yl)piperidin-4-yl)methoxy)-2-(4-(methylsulfonyl)phenyl)pyridine